Cl.NCC1=NNC(C2=CC=C(C=C12)C=1C=NN(C1N1C(C2(C3=CC(=CC=C13)Cl)CC2)=O)C)=O 1'-(4-(4-(aminomethyl)-1-oxo-1,2-dihydro-phthalazin-6-yl)-1-methyl-1H-pyrazol-5-yl)-5'-chlorospiro[cyclopropane-1,3'-indolin]-2'-one hydrochloride